3,4-Dichlorobicyclo[3.2.1]-2-octene ClC1=CC2CCC(C1Cl)C2